OCC(C)(C)NC(C(=O)C1=C(C(=C2CCCCN12)C(=O)NC=1SC(=CN1)C(F)(F)F)C)=O 3-(2-((1-hydroxy-2-methylpropan-2-yl)amino)-2-oxoacetyl)-2-methyl-N-(5-(trifluoromethyl)thiazol-2-yl)-5,6,7,8-tetrahydroindolizine-1-carboxamide